(3-chlorophenyl)(1-(3-chlorophenyl)cyclopropyl)methyl ((S)-1-(((S)-4-(cyclopropylamino)-3,4-dioxo-1-((S)-2-oxopyrrolidin-3-yl)butan-2-yl)amino)-4-methyl-1-oxopentan-2-yl)carbamate C1(CC1)NC(C([C@H](C[C@H]1C(NCC1)=O)NC([C@H](CC(C)C)NC(OC(C1(CC1)C1=CC(=CC=C1)Cl)C1=CC(=CC=C1)Cl)=O)=O)=O)=O